C(C1=CC=CC=C1)C1NC(CC12CCN(CC2)C2CCN(CCC2)C2=NC(=NO2)C)=O 1-benzyl-8-(1-(3-methyl-1,2,4-oxadiazol-5-yl)azepan-4-yl)-2,8-diazaspiro[4.5]decan-3-one